(R)-1-methylpyrrolidin-3-yl 1-(4-((4-((2-(6-methylpyridin-2-yl)pyrimidin-4-yl)amino)pyrimidin-2-yl)amino)benzyl)piperidine-4-carboxylate CC1=CC=CC(=N1)C1=NC=CC(=N1)NC1=NC(=NC=C1)NC1=CC=C(CN2CCC(CC2)C(=O)O[C@H]2CN(CC2)C)C=C1